Cl.C1(=CC=CC=C1)N(CCCOOO[SiH3])CCN N-phenyl-N-aminoethyl-γ-aminopropyl-trioxysilane hydrochloride